3-(4-(3,5-bis(trifluoromethyl)phenyl)piperidine-1-carbonyl)-6,7-dihydro-1H-pyrazolo[4,3-c]Pyridine-5(4H)-carboxylic acid FC(C=1C=C(C=C(C1)C(F)(F)F)C1CCN(CC1)C(=O)C1=NNC2=C1CN(CC2)C(=O)O)(F)F